[4-chloro-2-(4-fluoroanilino)-1,3-thiazol-5-yl](3-cyclopropyl-1,2,4-oxadiazol-5-yl)methanone ClC=1N=C(SC1C(=O)C1=NC(=NO1)C1CC1)NC1=CC=C(C=C1)F